FC(OCCNC(O[C@H]1[C@H](NC[C@@H]1O)CC1=CC=C(C=C1)C(F)F)=O)(F)F (2R,3S,4S)-2-(4-(difluoromethyl)benzyl)-4-hydroxypyrrolidin-3-yl (2-(trifluoromethoxy)ethyl)carbamate